1-bromo-5-(1-chloro-2-methoxyethyl)-4,6,7,8-tetrahydro-3H-9-oxa-2-thia-4-azabenzo[cd]azulene-3-one BrC=1SC2=C3C(CCCOC13)=C(NC2=O)C(COC)Cl